N-(4,4-difluorocyclohexyl)-2-(3-isopropoxy-1H-pyrazol-1-yl)-6-methylpyrimidin-4-amine FC1(CCC(CC1)NC1=NC(=NC(=C1)C)N1N=C(C=C1)OC(C)C)F